C1=CNC=2C1=C1C=3CCCCC3C(=NC1=CC2)C2=CC(=C(C=C2)O)C(F)(F)F 4-(8,9,10,11-Tetrahydro-3H-pyrrolo[3,2-a]phenanthridin-7-yl)-2-(trifluoromethyl)phenol